[Si].[Bi].[Ge] germanium bismuth silicon